N-(2-fluorobenzenesulfonyloxy)phthalimide FC1=C(C=CC=C1)S(=O)(=O)ON1C(C=2C(C1=O)=CC=CC2)=O